O1CCC(CC1)CN1C[C@@H]2[C@H](C1)CC(C2)NC2=CC=C(N=N2)C2=CC=C(C(=O)N(C)C)C=C2 4-[6-[[(3aR,5s,6aS)-2-(tetrahydropyran-4-ylmethyl)-3,3a,4,5,6,6a-hexahydro-1H-cyclopenta[c]pyrrol-5-yl]amino]pyridazin-3-yl]-N,N-dimethyl-benzamide